C(#N)C1N(C(N(C1)C1CN(C1)C(=O)OC(C)(C)C)=O)C1=CN=CC2=CC=CC=C12 Tert-butyl 3-(4-cyano-3-(isoquinolin-4-yl)-2-oxoimidazolidin-1-yl)azetidine-1-carboxylate